C(CCCCCCC)SSSCCCCCCCC di-n-octyl trisulfide